NC1=CC=CC(=N1)C(=O)C1CCN(CC1)C (6-Amino-pyridin-2-yl)-(1-methylpiperidin-4-yl)-methanon